FC=1C=C(C=NC1C)[C@H]1N(OCC1)C(=O)[C@@H]1CC[C@H](CC1)CC=1C=C(C=2N(C1)N=C(N2)C)OC trans-[(3S)-3-(5-fluoro-6-methylpyridin-3-yl)-1,2-oxazolidin-2-yl]-[4-[(8-methoxy-2-methyl-[1,2,4]triazolo[1,5-a]pyridin-6-yl)methyl]cyclohexyl]methanone